ClC1=CC=C2C(=C1)NC(C21N(C(C=2N=C(N(C21)C(C)C)C=2C=NC(=CC2OC)C(C)C)=O)C2=C(C=CC(=C2)Cl)C)=O 6-chloro-5'-(5-chloro-2-methylphenyl)-3'-isopropyl-2'-(6-isopropyl-4-methoxypyridin-3-yl)-3'H-spiro[indoline-3,4'-pyrrolo[3,4-d]imidazole]-2,6'(5'H)-dione